tert-butyl 3-(chlorosulfonyl)-1H-pyrazolo[3,4-b]pyridine-1-carboxylate ClS(=O)(=O)C1=NN(C2=NC=CC=C21)C(=O)OC(C)(C)C